2-[1-[(4-methylphenyl)methyl]-5-oxopyrrolidin-2-yl]-N-(2-pyrrolidin-1-ylethyl)acetamide CC1=CC=C(C=C1)CN1C(CCC1=O)CC(=O)NCCN1CCCC1